CC=1OC(=C(N1)C(=O)O)C 2,5-dimethyl-oxazole-4-carboxylic acid